COC=1C=C(C=CC1OC)C=1NC2=CC=C(C=C2C1C(C)C)C1=CN=C(N1C)N1CCN(CC1)CC(C)C 2-(3,4-dimethoxyphenyl)-5-(2-(4-isobutylpiperazin-1-yl)-1-methyl-1H-imidazol-5-yl)-3-isopropyl-1H-indole